C(C(=C)C)(=O)OCCC[Si](OC)(OC)OC 3-(methacryloyloxy)propyl-Trimethoxysilane